2,3,6-triisopropylphenol C(C)(C)C1=C(C(=CC=C1C(C)C)C(C)C)O